C1(=CC=CC=C1)C1=C2C=CC=CC2=C(C2=CC=CC=C12)C1=CC=C(C=C1)C1=CC2=C(OC3=C2C=CC=C3)C=C1 2-(4-(10-phenylanthracen-9-yl)phenyl)dibenzo[b,d]furan